The molecule is a butenolide that is 3,4-dihydroxyoxolan-2-one carring an additional 2-hydroxyethanimidoyl substituent at position 5. It is a butenolide, an imine and a triol. C(C(=N)C1C(C(C(=O)O1)O)O)O